(3,4-dihydro-3-methyl-1(2H)-quinolinyl)[4-methoxy-3-(1H-tetrazol-1-yl)phenyl]-methanone CC1CN(C2=CC=CC=C2C1)C(=O)C1=CC(=C(C=C1)OC)N1N=NN=C1